butyl ((6-chloropyrido[3,2-c]pyridazin-3-yl)methyl)carbamate ClC=1C=CC=2N=NC(=CC2N1)CNC(OCCCC)=O